NC=1C=C(C=CC1)O 3-aminophenol